CN1N=C(C=C1C(=O)N1[C@@H](C2=C(CC1)NC=N2)C2=NN1C(C(=CC=C1)C)=C2)C (S)-(1,3-dimethyl-1H-pyrazol-5-yl)(4-(4-methylpyrazolo[1,5-a]pyridin-2-yl)-6,7-dihydro-1H-imidazo[4,5-c]pyridin-5(4H)-yl)methanone